COC(=O)C1=CN(C(C=C1)=O)CCC1=CC(=CC=C1)CN1C2=NC(=NC(=C2N=C1Br)N)F 1-(3-((6-amino-8-bromo-2-fluoro-9H-purin-9-yl)methyl)phenethyl)-6-oxo-1,6-dihydropyridine-3-carboxylic acid methyl ester